5-(2-cyclopropyl-2H-1,2,3-triazol-4-yl)-4-methoxypyridin-3-amine C1(CC1)N1N=CC(=N1)C=1C(=C(C=NC1)N)OC